C(C)N1C=NC2=C1N=NC=C2C=2C=CC(=C(C2)C2=CC1=C(N(C(O1)=O)CC(COC)(C)C)C=C2OC)F 6-(5-(7-ethyl-7H-imidazo[4,5-c]pyridazin-4-yl)-2-fluorophenyl)-5-methoxy-3-(3-Methoxy-2,2-dimethylpropyl)Benzo[d]oxazole-2(3H)-one